C(=O)(O)C=1C(=C(C(=O)NC(C2=C(C(=CC(=C2)O)C(=O)O)O)=O)C=C(C1)O)O N-(3-carboxy-2,5-dihydroxybenzoyl)3-carboxy-2,5-dihydroxy-benzamide